tert-butyl (2-(2-(2-(but-3-yn-1-yloxy)ethoxy)ethoxy)ethyl)carbamate C(CC#C)OCCOCCOCCNC(OC(C)(C)C)=O